NC1(C(C=O)C=C(C=C1)Br)Br 2-amino-2,5-dibromobenzaldehyde